(2-glycidoxyethyl)methyldiethoxysilane C(C1CO1)OCC[Si](OCC)(OCC)C